[Br-].NC=1C=NN(C1N)CCO 4,5-diamino-1-(2-hydroxyethyl)-pyrazole bromide